C(CCCC=1SC2=C(C1)C=CC(=C2)OC)C=2SC1=C(C2)C=CC(=C1)OC butane-1,4-diylbis(6-methoxy-1-benzothiophene)